C1(CCC1)CC=O CYCLOBUTYLACETALDEHYDE